2-chloro-N-(5-bromo-2-hydroxyphenyl)acetamide ClCC(=O)NC1=C(C=CC(=C1)Br)O